NC1=NC(N(C=C1C)[C@@H]1O[C@@H]([C@@H](C1)O[Si](C)(C)C(C)(C)C)COC(C1=CC=CC=C1)(C1=CC=C(C=C1)OC)C1=CC=C(C=C1)OC)=O 4-amino-1-((2R,4R,5R)-5-((bis(4-methoxyphenyl)(phenyl)methoxy)methyl)-4-((tert-butyldimethylsilyl)oxy)tetrahydrofuran-2-yl)-5-methylpyrimidin-2(1H)-one